(R)-7-bromo-N,N-bis(2,4-dimethoxybenzyl)-2-(pentan-2-yloxy)imidazo[2,1-f][1,2,4]triazin-4-amine BrC1=CN=C2C(=NC(=NN21)O[C@H](C)CCC)N(CC2=C(C=C(C=C2)OC)OC)CC2=C(C=C(C=C2)OC)OC